COC1=CC=C(OC2CCN(CC2)C2=C(C(N(C3=CC=CC=C23)C)=O)C#N)C=C1 4-[4-(4-methoxyphenoxy)piperidin-1-yl]-1-methyl-2-oxo-1,2-dihydroquinoline-3-carbonitrile